N[C@@]1(CN(CCC1)C1=NC(=CC(=C1)C=1C=C(C=CC1C)NC(=O)N1C[C@@H](CC1)CC(F)(F)F)N1CCOCC1)C (3S)-N-(3-[2-[(3S)-3-amino-3-methylpiperidin-1-yl]-6-(morpholin-4-yl)pyridin-4-yl]-4-methylphenyl)-3-(2,2,2-trifluoroethyl)pyrrolidine-1-carboxamide